6-vinylpyridine-3-carbaldehyde C(=C)C1=CC=C(C=N1)C=O